5-((1R,2S)-2-(3-oxo-3-(4-(5-(trifluoromethyl)pyrimidin-2-yl)piperazin-1-yl)propoxy)cyclopentyl)-3-(trifluoromethyl)pyridin-2(1H)-one O=C(CCO[C@@H]1[C@H](CCC1)C=1C=C(C(NC1)=O)C(F)(F)F)N1CCN(CC1)C1=NC=C(C=N1)C(F)(F)F